C(CCCCCCCCCCCCCCCCCCC)C=C(C(=O)O)C.C(C(=C)C)(=O)OCCCCCCCCCCCCCCCCCCCC eicosyl methacrylate (eicosyl methacrylate)